O1C(CCCC1)OCCCCCCOC1=CC=C(C(=O)O)C=C1 4-((6-((tetrahydro-2H-pyran-2-yl)oxy)hexyl)oxy)benzoic acid